2-[4-cyclopropyl-3-(cyclopropylmethoxy)benzoylamino]-2-ethylbutyric acid C1(CC1)C1=C(C=C(C(=O)NC(C(=O)O)(CC)CC)C=C1)OCC1CC1